FC1=C(C(=C(C(=C1C[B-](CC1=C(C(=C(C(=C1F)F)F)F)F)(CC1=C(C(=C(C(=C1F)F)F)F)F)CC1=C(C(=C(C(=C1F)F)F)F)F)F)F)F)F.COC(C1=CC=CC2=CC=CC=C12)[SH+]C(OC)C1=CC=CC2=CC=CC=C12 bis(methoxynaphthylmethyl)sulfonium Tetrakis(pentafluorobenzyl)borate